C(C)N1C[C@]2([C@](C1=O)(C(=O)OCC)C)C(=CC(C=C2)=O)C Ethyl (4R,5S)-2-ethyl-4,6-dimethyl-3,8-dioxo-2-azaspiro[4.5]deca-6,9-diene-4-carboxylate